CC1(CCS(CC1)(=O)=O)NC(=O)C=1N=C2N(C=C(C=C2)OC2=NC=CC=C2OCC(F)(F)F)C1C(=O)O 2-((4-methyl-1,1-dioxidotetrahydro-2H-thiopyran-4-yl)carbamoyl)-6-((3-(2,2,2-trifluoroethoxy)pyridin-2-yl)oxy)imidazo[1,2-a]pyridine-3-carboxylic acid